OC(COC=1C=CC=2C=3N(C(=NC2C1OC)C1=C(C(=O)N)C=CC=N1)CCN3)CN3CCOCC3 2-[8-(2-hydroxy-3-morpholin-4-ylpropoxy)-7-methoxy-2,3-dihydroimidazo[1,2-c]quinazolin-5-yl]nicotinamide